ClC=1C=C(C=C(C1O)Cl)N1CCN(CC1)S(=O)(=O)C1=CC=C(C=C1)NC(C1=C(C=CC=C1)N(S(=O)(=O)C)C)=O N-(4-((4-(3,5-dichloro-4-hydroxyphenyl)piperazin-1-yl)sulfonyl)phenyl)-2-(N-methylmethylsulfonamido)benzamide